methyl 1-(5-((2,6-dichlorobenzyl) oxy)-2,3-dihydro-1H-inden-1-yl)-2,2-dimethylpiperidine-4-carboxylate ClC1=C(COC=2C=C3CCC(C3=CC2)N2C(CC(CC2)C(=O)OC)(C)C)C(=CC=C1)Cl